O1C(C1)COC1=C(C=CC(=C1)N)N 2-(oxiran-2-ylmethoxy)benzene-1,4-diamine